COCN1C(=NC2=C1C=CC=C2)CC#N 2-(1-(methoxymethyl)-1H-benzo[d]imidazol-2-yl)acetonitrile